FC1=CC=C(C=C1)C(C)C1=C(N=C(C(=N1)C(=O)N1C[C@H](CC1)F)C)NCCN1CCCC1 (6-(1-(4-fluorophenyl)ethyl)-3-methyl-5-((2-(pyrrolidin-1-yl)ethyl)amino)pyrazin-2-yl)((S)-3-fluoropyrrolidin-1-yl)methanone